BrC1=C(O[C@H](CCCC=O)C)C=C(C=C1)C (S)-5-(2-Bromo-5-methylphenoxy)hexanal